BrC(C(=O)OCC(C(=O)OCCCO)(C)COC(C(C)(C)Br)=O)(C)C 2,2-Bis[(2-bromoisobutyryloxy)methyl]propionic acid, 3-hydroxypropyl ester